(+)-L-Leucine N[C@@H](CC(C)C)C(=O)O